Cl.NCCOC1=CC(OC2=C1C=CC=C2)=O 4-(2-aminoethoxy)-2H-benzopyran-2-one hydrochloride